NC1=CC=C(OC2=C(C=C(C=C2)N)C2=CC=CC=C2)C=C1 2-(4-aminophenoxy)-5-aminobiphenyl